NC1=NC=NC(=C1OCCN(C(OC(C)(C)C)=O)C)C1=C(C(=CC(=C1)F)NC(=O)C=1C(=C2CC(CC2=CC1)(C)C)F)C Tert-butyl (2-((4-amino-6-(5-fluoro-3-(4-fluoro-2,2-dimethyl-2,3-dihydro-1H-indene-5-carboxamido)-2-methylphenyl)pyrimidin-5-yl)oxy)ethyl)(methyl)carbamate